5-(((3r,4s)-4-(4-cyano-2,5-difluorophenoxy)-3-hydroxy-3-(hydroxymethyl)pyrrolidin-1-yl)sulfonyl)-pyridine-2-carbonitrile C(#N)C1=CC(=C(O[C@@H]2[C@@](CN(C2)S(=O)(=O)C=2C=CC(=NC2)C#N)(CO)O)C=C1F)F